2-(1-(5-fluoropyridyl-formyl)pyrrolidin-3-yl)-5-methoxybenzaldehyde FC=1C=CC(=NC1)C(=O)N1CC(CC1)C1=C(C=O)C=C(C=C1)OC